1-(5-(2,4-difluorophenyl)-1-((3-fluorophenyl)sulfonyl)-4-methoxy-1H-pyrrole-3-yl)-N-methylmethanamine FC1=C(C=CC(=C1)F)C1=C(C(=CN1S(=O)(=O)C1=CC(=CC=C1)F)CNC)OC